C12=C3CCC(C2CCC1)C3 tricyclo[4.3.0.12,5]dec-1-ene